C1(=CC=CC=C1)C(C1=CC=CC=C1)=NC(C(=O)OC)C=1N=C2N(C(C1)=O)C=C(C=C2)F methyl 2-((diphenylmethylene)amino)-2-(7-fluoro-4-oxo-4H-pyrido[1,2-a]pyrimidin-2-yl)acetate